6-(2-chloro-3,5-dimethoxyphenyl)-2-(methylsulfonyl)pyrido[2,3-d]pyrimidin-7(8H)-one ClC1=C(C=C(C=C1OC)OC)C1=CC2=C(N=C(N=C2)S(=O)(=O)C)NC1=O